COC=1C=C(C=C2CCN(C(C12)=O)CC(F)(F)F)C1=CN=C2N1C=CC(=C2)OCC2(CN(C2)C(=O)OC(C)(C)C)C tert-butyl 3-[[3-[8-methoxy-1-oxo-2-(2,2,2-trifluoro ethyl)-3,4-dihydro isoquinolin-6-yl] imidazo[1,2-a]pyridin-7-yl] oxymethyl]-3-methyl-azetidine-1-carboxylate